(3-((dimethylamino)methyl)phenyl)boronic acid CN(C)CC=1C=C(C=CC1)B(O)O